1-(4-(methoxymethyl)benzyl)piperidin COCC1=CC=C(CN2CCCCC2)C=C1